N-(6-((2S,6R)-2,6-diethylmorpholino)-2-methylpyridin-3-yl)-8-azabicyclo[3.2.1]octane-3-amine C(C)[C@@H]1O[C@@H](CN(C1)C1=CC=C(C(=N1)C)NC1CC2CCC(C1)N2)CC